N-(tert-butyl)-2-((2-(4-(3-(dimethylamino)propyl)pyridin-2-yl)-6,7-dihydro-5H-cyclopenta[d]pyrimidin-4-yl)(methyl)amino)acetamide C(C)(C)(C)NC(CN(C)C=1C2=C(N=C(N1)C1=NC=CC(=C1)CCCN(C)C)CCC2)=O